CNC[C@H]1CC2=C(OC=3C1=NC=CC3)C=CC(=C2)C |o1:3| (R*)-N-methyl-1-(8-methyl-10,11-dihydrobenzo[6,7]oxepino[3,2-b]pyridin-11-yl)methanamine